1-(tert-butyl)-3,3-dinitroazetidine C(C)(C)(C)N1CC(C1)([N+](=O)[O-])[N+](=O)[O-]